C1(CC1)[C@@H](C1=C(C=CC=C1)F)C1N(C(C2=CC=C(C=C12)C(=O)N)=O)C1C(NC(CC1)=O)=O ((S)-cyclopropyl(2-fluorophenyl)methyl)-2-(2,6-dioxopiperidin-3-yl)-1-oxoisoindoline-5-carboxamide